(triphenyl)palladium C1(=CC=CC=C1)[Pd](C1=CC=CC=C1)C1=CC=CC=C1